BrC1=C(C(=CC2=C(N(N=C12)C)C1CN(C1)C(=O)OC(C)(C)C)[N+](=O)[O-])C(=O)C1=C(C=CC(=C1)F)Cl 2-methylpropan-2-yl 3-{7-bromo-6-[(2-chloro-5-fluorophenyl)carbonyl]-2-methyl-5-nitroindazol-3-yl}azetidine-1-carboxylate